6'-hydroxy-2',3',5,6-tetramethyl-[1,1'-biphenyl]-2-yl 2,6-dichlorobenzoate ClC1=C(C(=O)OC2=C(C(=C(C=C2)C)C)C2=C(C(=CC=C2O)C)C)C(=CC=C1)Cl